N-(1-methylnonyl)-bicyclo[2.2.1]Hept-5-ene-2,3-dicarboximide CC(CCCCCCCC)N1C(=O)C2C3C=CC(C2C1=O)C3